COC1CCN(CC1)C1=C(CN2CCNCC2)C=CC(=C1)C(F)(F)F 1-(2-(4-methoxypiperidin-1-yl)-4-(trifluoromethyl)benzyl)piperazine